tert-butyl (2-(4-(4,4,5,5-tetramethyl-1,3,2-dioxaborolan-2-yl) phenyl) propan-2-yl)carbamate CC1(OB(OC1(C)C)C1=CC=C(C=C1)C(C)(C)NC(OC(C)(C)C)=O)C